C(CCCCCCCCCCC)(=O)Cl.[Ru].[Ru].[Ru] tri-ruthenium lauroyl chloride